OC=1C(=C2C(=C(N(C2=CC1)C1=CC=C(C=C1)N1CCCCC1)C)C(C)=O)CN1CCCCC1 (5-hydroxy-2-methyl-1-(4-(piperidin-1-yl)phenyl)-4-(piperidin-1-ylmethyl)-1H-indol-3-yl)ethan-1-one